(5-chloro-7-cyclopropyl-1H-indazol-3-yl)-4-fluorobenzamide ClC=1C=C2C(=NNC2=C(C1)C1CC1)C1=C(C(=O)N)C=CC(=C1)F